CC1=C(C(=O)C=2C(=C(C=CC2)P[O-])C(C2=C(C=C(C=C2C)C)C)=O)C(=CC(=C1)C)C bis(2,4,6-trimethylbenzoyl)-phenyl-phosphinite